N-acetyl-N-((S)-3-(4-((3,5-dichloro-4-((S)-3-chloro-2-hydroxypropoxy)phenyl)sulfonyl)phenoxy)-2-hydroxypropyl)acetamide C(C)(=O)N(C(C)=O)C[C@@H](COC1=CC=C(C=C1)S(=O)(=O)C1=CC(=C(C(=C1)Cl)OC[C@@H](CCl)O)Cl)O